C(N)(=N)C=1C=C(SC1)[C@@H](C)NC(=O)[C@H]1N(C[C@@H](C1)S(=O)(=O)C)C(CNC(CCCOC1=CC=C(C=C1)F)=O)=O (2S,4R)-N-((R)-1-(4-carbamimidoylthiophen-2-yl)ethyl)-1-((4-(4-fluorophenoxy)-butanoyl)glycyl)-4-(methylsulfonyl)pyrrolidine-2-carboxamide